CC1(CCN(CC1)C=1N=C2N(C(C1)=O)C=C(C=C2[C@@H](C)N[S@](=O)C(C)(C)C)C)C (R)-N-((R)-1-(2-(4,4-dimethylpiperidin-1-yl)-7-methyl-4-oxo-4H-pyrido[1,2-a]pyrimidin-9-yl)ethyl)-2-methylpropane-2-sulfinamide